(S)-(4-Fluoro-7-methyl-1H-benzo[d]imidazol-2-yl)(6-methyl-3-(trifluoromethyl)-5,6-dihydroimidazo[1,5-a]pyrazin-7(8H)-yl)methanone FC1=CC=C(C=2NC(=NC21)C(=O)N2CC=1N(C[C@@H]2C)C(=NC1)C(F)(F)F)C